C1(CC1)C1=NC=C(C=N1)C(=O)NC1=C(C=C(C=C1)C)S(=O)(=O)C 2-cyclopropyl-N-(2-methanesulfonyl-4-methylphenyl)pyrimidine-5-carboxamide